((2-fluoro-6-(Methoxymethoxy)-8-(4,4,5,5-tetramethyl-1,3,2-dioxaborolan-2-yl)naphthalen-1-yl)ethynyl)triisopropylsilane FC1=C(C2=C(C=C(C=C2C=C1)OCOC)B1OC(C(O1)(C)C)(C)C)C#C[Si](C(C)C)(C(C)C)C(C)C